(R)-5-(4-((3-ethyl-9-fluoro-2-oxo-2,3-dihydro-1H-pyrimido[4,5,6-de]quinazolin-8-yl)methyl)piperazin-1-yl)-6-methyl-N-(1-methylpyrrolidin-3-yl)pyridine ammonium decanate C(CCCCCCCCC)(=O)[O-].[NH4+].C(C)N1C(NC2=C(C(=CC=3C2=C1N=CN3)CN3CCN(CC3)C=3C=CCN(C3C)[C@H]3CN(CC3)C)F)=O